Tert-Butyl (1-(4-cyano-6-(4-cyano-3-fluorophenyl)-5-(5-fluoro-3-methylbenzo[d]isoxazol-6-yl)pyrid-2-yl)piperid-4-yl)carbamate C(#N)C1=CC(=NC(=C1C1=CC2=C(C(=NO2)C)C=C1F)C1=CC(=C(C=C1)C#N)F)N1CCC(CC1)NC(OC(C)(C)C)=O